3-((3-Exo)-3-((5-((5-methyl-1H-pyrazol-3-yl)amino)-1,6-naphthyridin-7-yl)amino)-8-azabicyclo[3.2.1]oct-8-yl)propionitrile CC1=CC(=NN1)NC1=C2C=CC=NC2=CC(=N1)NC1CC2CCC(C1)N2CCC#N